C(C)(C)(C)OC(C[C@H](NC([C@@H](NC(OCC1=CC=CC=C1)=O)CC(C)C)=O)C(N[C@@H](CCC(=O)OC(C)(C)C)C(NC1=CC=CC=C1)=O)=O)=O tert-Butyl (5S,8S,11S)-8-(2-(tert-butoxy)-2-oxoethyl)-5-isobutyl-3,6,9-trioxo-1-phenyl-11-(phenylcarbamoyl)-2-oxa-4,7,10-triazatetradecan-14-oate